COC(C)OCC(C)N 1-(1-Methoxyethoxy)-propan-2-amin